6-((4-((2-isopropyl-4-(6-methylpyridin-2-yl)thiazol-5-yl)oxy)pyridin-2-yl)amino)nicotinamide C(C)(C)C=1SC(=C(N1)C1=NC(=CC=C1)C)OC1=CC(=NC=C1)NC1=NC=C(C(=O)N)C=C1